3-[2-(2,6-dioxopiperidin-3-yl)-1,3-dioxoisoindol-4-yl]prop-2-ynal O=C1NC(CCC1N1C(C2=CC=CC(=C2C1=O)C#CC=O)=O)=O